3-Dimethylaminomethyl-bicyclo[1.1.1]pentan CN(C)CC12CC(C1)C2